1-methyl-1H-pyrazole-3-carbonitrile hydrochloride Cl.CN1N=C(C=C1)C#N